COC1=CC=C(C=C1)C(=C)C1=NC(=NC2=CC=CC=C12)C 4-[1-(4-Methoxy-phenyl)-vinyl]-2-methyl-quinazoline